D-phenylalanyl-L-cysteinyl-tyrosyl-D-tryptophan N[C@H](CC1=CC=CC=C1)C(=O)N[C@@H](CS)C(=O)N[C@@H](CC1=CC=C(C=C1)O)C(=O)N[C@H](CC1=CNC2=CC=CC=C12)C(=O)O